C(CCCC)C1=C(O)C=CC=C1O n-amyl-resorcinol